C1(CCC1)N1C=C(C=2C1=NC(=C(C2)F)C2=C(NC(C=C2)=O)C(F)(F)F)[C@@H](C(F)F)NS(=O)(=O)C2CC2 (S)-N-(1-(1-cyclobutyl-5-fluoro-6-(6-oxo-2-(trifluoromethyl)-1,6-dihydropyridin-3-yl)-1H-pyrrolo[2,3-b]pyridin-3-yl)-2,2-difluoroethyl)cyclopropanesulfonamide